(S)-N-(1-cycloheptyl-2-((5-(1,4-dimethyl-1H-pyrazol-5-yl)pyridin-2-yl)amino)-2-oxoethyl)-1-methyl-1H-pyrazole-5-carboxamide C1(CCCCCC1)[C@@H](C(=O)NC1=NC=C(C=C1)C1=C(C=NN1C)C)NC(=O)C1=CC=NN1C